(4-(1-(2,6-dichlorophenyl)azetidin-3-yl)-2,6-diethylbenzyl)-3-methylazetidin-3-ol ClC1=C(C(=CC=C1)Cl)N1CC(C1)C1=CC(=C(CN2CC(C2)(O)C)C(=C1)CC)CC